C(C)N(CC)CC1=C2C=CC=NC2=C(C(=C1)[N+](=O)[O-])O 5-((diethylamino)methyl)-7-nitroquinolin-8-ol